2-(4-methoxybenzenesulfonyl)-3-methyl-2H-benzo[g]indazole-4,5-dione COC1=CC=C(C=C1)S(=O)(=O)N1N=C2C3=C(C(C(C2=C1C)=O)=O)C=CC=C3